BrC=1C(=C(C=CC1)C(C(F)(F)F)N(CCNC(OC(C)(C)C)=O)C1CC1)F tert-butyl (2-((1-(3-bromo-2-fluorophenyl)-2,2,2-trifluoroethyl)(cyclopropyl)amino) ethyl)carbamate